COC(=O)C1=C(N=C(N1CC1=CC=C(C=C1)Cl)OC1=CC(=CC=C1)OC(F)(F)F)Br 4-Bromo-1-[(4-chlorophenyl)methyl]-2-[3-(trifluoromethoxy)phenoxy]-1H-imidazole-5-carboxylic acid methyl ester